OC[C@@H]1CC[C@@H](CO1)SCC1=NC2=C(C=CC=C2C(N1)=O)C 2-(((Cis-6-(hydroxymethyl)tetrahydro-2H-pyran-3-yl)thio)methyl)-8-methylquinazolin-4(3H)-one